COC1=C(C=CC=C1)C=1C(=CN(C1)C1=CC=CC=C1)C#N 4-(2-methoxyphenyl)-1-phenyl-1H-pyrrole-3-carbonitrile